2-(bis((4-methoxy-3,5-dimethylpyridin-2-yl)methyl)amino)-1-propyl-1H-benzo[d]imidazole-5-carboxylic acid COC1=C(C(=NC=C1C)CN(C1=NC2=C(N1CCC)C=CC(=C2)C(=O)O)CC2=NC=C(C(=C2C)OC)C)C